C(C)(C)(C)OC(=O)[C@@H]1N[C@H]([C@@]([C@@H]1C1=C(C=C(C=C1)Cl)Cl)(C1=C(C=C(C=C1)Cl)F)CN)CC(C)(C)C (2R,3R,4S,5S)-4-(aminomethyl)-4-(4-chloro-2-fluorophenyl)-3-(2,4-dichlorophenyl)-5-neopentylpyrrolidine-2-carboxylic acid tert-butyl ester